ClC1=C(C=CC2=C1C(=NCC(N2C([3H])([3H])[3H])=O)C2=C(C=CC(=C2)OC)F)Cl 6,7-Dichloro-5-(2-fluoro-5-methoxy-phenyl)-1-([3H3]methyl)-3H-1,4-benzodiazepin-2-one